S1C=NC2=C1C=CC(=C2)CN(C(C(=O)OC)=O)C2C(CCCC2)C methyl 2-((benzo[d]thiazol-5-ylmethyl)(2-methylcyclohexyl)amino)-2-oxoacetate